C(OCC(COC=1C=2N(N=C(C1)C=1C(=NC(=NC1)OC(C)(C)C)OC(C)(C)C)C=CN2)(F)F)(OCC(F)(F)F)=O 3-((6-(2,4-di-tert-butoxypyrimidin-5-yl)imidazo[1,2-b]pyridazin-8-yl)oxy)-2,2-difluoropropyl (2,2,2-trifluoroethyl) carbonate